C(C)(C)(C)OC(=O)N1C[C@@H](N(C[C@@H]1C)C1=C(C(=NC(=N1)OC[C@H]1N(CCC1)C)C(=O)OCC)[N+](=O)[O-])C ethyl 6-((2S,5S)-4-(tert-butoxycarbonyl)-2,5-dimethylpiperazin-1-yl)-2-(((S)-1-methylpyrrolidin-2-yl) methoxy)-5-nitropyrimidine-4-carboxylate